C(N)(O[C@@H]1C(N(C[C@H](C1)O)C1=NC(=NC=C1)C1=CN=C2N1C=C(C=C2)C(F)(F)F)C(C)(C)C)=O tert-butyl((3S,5S)-5-hydroxy-1-(2-(6-(trifluoromethyl)imidazo[1,2-a]pyridin-3-yl)pyrimidin-4-yl)piperidin-3-yl) carbamate